2-methyl-5,11-dioxo-6,12-bis(n-propylcarbonyloxy)naphthonaphthalene CC=1C=CC2=C3C(C(C(=C2C1)OC(=O)CCC)=O)=C1C=CC=CC1=C(C3=O)OC(=O)CCC